FC(CNCC1=C(CN(C(C(C)(C)C)=O)CC(NC=2C=C3CC4(C(NC5=NC=CC=C54)=O)CC3=CC2)=O)C=CC=C1)F N-(2-(((2,2-Difluoroethyl)amino)methyl)benzyl)-N-(2-oxo-2-((2'-oxo-1,1',2',3-tetrahydrospiro[indene-2,3'-pyrrolo[2,3-b]pyridine]-5-yl)amino)ethyl)pivalamide